C(C=C)(=O)O.C(C=C)(=O)O.C(C=1C(C(=O)O)=CC=CC1)(=O)O.CC(COC(C)COC(C)CO)O tripropylene glycol phthalate diacrylate